N-((R)-2-(difluoromethoxy)-1-(3-(difluoromethoxy)phenyl)ethyl)-5,5,5-trifluoro-3-hydroxy-3-methylpentanamide FC(OC[C@@H](C1=CC(=CC=C1)OC(F)F)NC(CC(CC(F)(F)F)(C)O)=O)F